CC1=NC(=NO1)C=1N=CC(=NC1)OCCCN1CCN(CC1)C1=NSC2=C1C=CC=C2 3-(4-{3-[5-(5-Methyl-[1,2,4]oxadiazol-3-yl)-pyrazin-2-yloxy]-propyl}-piperazin-1-yl)-benzo[d]isothiazole